6,7,8-trimethoxy-1-(3-nitro-4-methoxyphenyl)-2-phenyl-4,5-dihydro-2H-benzo[e]indazole COC1=C(C(=CC=2C3=C(N(N=C3CCC21)C2=CC=CC=C2)C2=CC(=C(C=C2)OC)[N+](=O)[O-])OC)OC